FC(OC1=CC(=C(C#N)C=C1)NC1=C(C(=CC=C1)F)C)F 4-(difluoromethoxy)-2-((3-fluoro-2-methylphenyl)amino)benzonitrile